N-(2,2-difluoroethyl)-6-fluoro-5-(piperazin-1-yl)pyridineamide FC(CNC(=O)C1=NC(=C(C=C1)N1CCNCC1)F)F